C(C(=C)C)(=O)OC1=C(C(=C(C(=C1)Cl)Cl)Cl)Cl tetrachloro-phenyl methacrylate